N'-Boc-N''-(4-hydroxy-butyl)-guanidine C(=O)(OC(C)(C)C)NC(N)=NCCCCO